2,6-bis(3-aminophenoxy)benzonitrile NC=1C=C(OC2=C(C#N)C(=CC=C2)OC2=CC(=CC=C2)N)C=CC1